hexaphosphoric triamide P(N)(N)(N)=O.P(N)(N)(N)=O.P(N)(N)(N)=O.P(N)(N)(N)=O.P(N)(N)(N)=O.P(N)(N)(N)=O